C(C)[Al](CC(C)C)Cl ethyl-isobutyl-aluminum chloride